Benzene-methanaminium C1(=CC=CC=C1)C[NH3+]